ClC=1C(C(=C(C(C1)(C#N)Cl)C1=CC=CC=C1)F)(OCCOC)C(CNC1CCC(CC1)NC(OC(C)(C)C)=O)C1=CC=CC=C1 tert-Butyl ((1r,4r)-4-((2-(4,6-dichloro-6-cyano-2-fluoro-3-(2-methoxyethoxy)-[1,1-biphenyl]-3-yl)-2-phenylethyl)amino)cyclohexyl)carbamate